4-amino-N-((3R)-6-cyano-2,3-dihydro-1-benzofuran-3-yl)-7-fluoro-N,3-dimethyl-3H-pyrazolo[3,4-c]quinoline-8-carboxamide NC1=NC=2C=C(C(=CC2C2=C1N(N=C2)C)C(=O)N(C)[C@H]2COC1=C2C=CC(=C1)C#N)F